N-benzyl-2-(1-((1r,4r)-4-(cyanomethyl)cyclohexyl)-6-(benzenesulfonyl)-1,6-dihydroimidazo[4,5-d]Pyrrolo[2,3-b]Pyridin-2-yl)acetamide C(C1=CC=CC=C1)NC(CC1=NC=2C(=C3C(=NC2)N(C=C3)S(=O)(=O)C3=CC=CC=C3)N1C1CCC(CC1)CC#N)=O